4-((8-methyl-2,3-dihydro-1H-pyrido[2,3-b][1,4]oxazin-7-yl)amino)-2-oxo-N-(4-sulfamoylphenyl)-1,2-dihydropyridine-3-carboxamide CC1=C(C=NC=2OCCNC21)NC2=C(C(NC=C2)=O)C(=O)NC2=CC=C(C=C2)S(N)(=O)=O